ClC1([C@@H]([C@H]1C1=CC(=C(C(=C1)F)F)F)C(=O)O)Cl (1S,3S)-2,2-dichloro-3-(3,4,5-trifluorophenyl)cyclopropane-1-carboxylic acid